O[C@@H](CNC=1N=CC(=C2C=CN(C(C12)=O)C)C1=CC=C(C=C1)C(F)(F)F)COC (S)-8-((2-hydroxy-3-methoxypropyl)amino)-2-methyl-5-(4-(trifluoromethyl)phenyl)-2,7-naphthyridin-1(2H)-one